2-chloro-N6-cyclohexyladenine ClC1=NC(=C2NC=NC2=N1)NC1CCCCC1